C(C)(C)(C)OC(N(CC)CCNC1=C(C=CC(=C1)Cl)C#N)=O (2-((5-chloro-2-cyanophenyl)amino)ethyl)(ethyl)-carbamic acid tert-butyl ester